FC=1C=C2C(NN=C(C2=CC1F)[C@@H](C)N(C(=O)C=1NC2=CC(=CC(=C2C1)C(F)F)F)C)=O (R)-N-(1-(6,7-difluoro-4-oxo-3,4-dihydrophthalazin-1-yl)ethyl)-4-(difluoromethyl)-6-fluoro-N-methyl-1H-indole-2-carboxamide